2-(2-amino-6-(3-methyl-1H-pyrazol-1-yl)-9H-purin-9-yl)-N-(1-ethyl-3-methyl-1H-pyrazol-5-yl)acetamide NC1=NC(=C2N=CN(C2=N1)CC(=O)NC1=CC(=NN1CC)C)N1N=C(C=C1)C